10-METHYLSTEARIC ACID CC(CCCCCCCCC(=O)O)CCCCCCCC